ClC=1C=C2C(C(=CN(C2=CC1F)C=1C=NC(=CC1)NC(C)=O)C(=O)OCC)=O Ethyl 6-chloro-1-(6-acetamidopyridin-3-yl)-7-fluoro-4-oxoquinoline-3-carboxylate